tert-butyl 4-[2-[4-[[6-(2,6-dichlorophenyl)-8-methyl-7-oxo-pyrido[2,3-d]pyrimidin-2-yl]amino]phenoxy]ethyl]piperazine-1-carboxylate ClC1=C(C(=CC=C1)Cl)C1=CC2=C(N=C(N=C2)NC2=CC=C(OCCN3CCN(CC3)C(=O)OC(C)(C)C)C=C2)N(C1=O)C